3-(1-Methyl-7-((1-(1-methyl-5-(trifluoromethyl)-1H-imidazole-4-carbonyl)-piperidin-4-yl)oxy)-1H-indazol-3-yl)piperidine-2,6-dione CN1N=C(C2=CC=CC(=C12)OC1CCN(CC1)C(=O)C=1N=CN(C1C(F)(F)F)C)C1C(NC(CC1)=O)=O